NC1=NC=NN2C1=C(C=C2C2CC2)C2=CC(=C(C=C2)NC(=O)NC2=CC(=C(C=C2)CN2CCN(CC2)C)C(F)(F)F)F 1-(4-(4-amino-7-cyclopropylpyrrolo[2,1-f][1,2,4]triazine-5-yl)-2-fluorophenyl)-3-(4-((4-methylpiperazin-1-yl)methyl)-3-(trifluoromethyl)phenyl)urea